acetic acid, Iodide C(C)(=O)I